C(C1=CC=CC=C1)(=O)N1CC2=CC(=CC(=C2CC1)[N+](=O)[O-])/C=C/C(=O)OCC ethyl (E)-3-(2-benzoyl-5-nitro-3,4-dihydro-1H-isoquinolin-7-yl)prop-2-enoate